(4-ethylpiperazine-1-yl)methyl-2-aminopyridine C(C)N1CCN(CC1)CC=1C(=NC=CC1)N